R-2-benzenesulfonyl-1-(4-methylphenyl)ethanol C1(=CC=CC=C1)S(=O)(=O)C[C@H](O)C1=CC=C(C=C1)C